4-(2-((4-(tert-butoxy)-4-oxobutyl)(4-methoxybenzyl)amino)-4-chlorobenzyl)piperazine-1-carboxylic acid 1,1,1,3,3,3-hexafluoropropan-2-yl ester FC(C(C(F)(F)F)OC(=O)N1CCN(CC1)CC1=C(C=C(C=C1)Cl)N(CC1=CC=C(C=C1)OC)CCCC(=O)OC(C)(C)C)(F)F